1,7,7-trimethylbicyclo[2.2.1]-2-heptanol CC12C(CC(CC1)C2(C)C)O